OC1=C(C=C(C(=N1)C(=O)OC)C)[N+](=O)[O-] methyl 6-hydroxy-3-methyl-5-nitropicolinate